CS(=O)(C)=NC1=CC(=NC=C1)N1N=CN=C1[C@H](C)NC(C1=CC(=CC(=C1)C(F)(F)F)C(F)(F)F)=O (S)-N-(1-(1-(4-((dimethyl(oxo)-λ6-sulfaneylidene)amino)pyridin-2-yl)-1H-1,2,4-triazol-5-yl)ethyl)-3,5-bis(trifluoromethyl)benzamide